(3-((3R,8R,10S,13S,14S,17S)-3-hydroxy-3,10,13-trimethylhexadecahydro-1H-cyclopenta[a]phenanthren-17-yl)isoxazol-5-yl)methyl N2,N6-bis(tert-butoxycarbonyl)-L-lysinate C(C)(C)(C)OC(=O)N[C@@H](CCCCNC(=O)OC(C)(C)C)C(=O)OCC1=CC(=NO1)[C@H]1CC[C@H]2[C@@H]3CCC4C[C@](CC[C@@]4(C3CC[C@]12C)C)(C)O